((1-((2-(prop-1-en-2-yl)-6-(trifluoromethyl)pyridin-3-yl)methyl)-1H-pyrazol-4-yl)methyl)carbamic acid tert-butyl ester C(C)(C)(C)OC(NCC=1C=NN(C1)CC=1C(=NC(=CC1)C(F)(F)F)C(=C)C)=O